[1-14C]acetic acid [14C](C)(=O)O